C[C@@H]1N(C[C@H](N(C1)[C@H](C)C=1C=C2N=CC=NC2=CC1)C)C=1C2=C(N(C(C1)=O)C)C(=NN2CC#N)C(F)(F)F 2-(7-((2S,5R)-2,5-dimethyl-4-((R)-1-(quinoxalin-6-yl)ethyl)piperazin-1-yl)-4-methyl-5-oxo-3-(trifluoromethyl)-4,5-dihydro-1H-pyrazolo[4,3-b]pyridin-1-yl)acetonitrile